N1C(=CN=CC=C1)C(=O)N [1,4]Diazepine-2-carboxamide